NC1=C(C=C(C=C1)F)C(C(Cl)(Cl)Cl)=O 1-(2-amino-5-fluorophenyl)-2,2,2-trichloroethan-1-one